C(C)(C)(C)OC(=O)N1CCN(CC1)C1=CC(=C(C=C1)[N+](=O)[O-])N1CCCCC1 4-(4-Nitro-3-(piperidin-1-yl)phenyl)piperazine-1-carboxylic acid tert-butyl ester